[3-[(4-fluoro-3-hydroxyphenyl)methylamino]-3-methyl-butyryl]-3-azabicyclo[2.2.1]heptane-2-carbonitrile FC1=C(C=C(C=C1)CNC(CC(=O)C12C(NC(CC1)C2)C#N)(C)C)O